3-[2-(trifluoromethyl)phenyl]-1,2-dihydro-quinolin-2-one FC(C1=C(C=CC=C1)C=1C(NC2=CC=CC=C2C1)=O)(F)F